(2-((4-(3-nitrophenyl)thiazol-2-yl)amino)-2-oxoethyl)carbamic acid tert-butyl ester C(C)(C)(C)OC(NCC(=O)NC=1SC=C(N1)C1=CC(=CC=C1)[N+](=O)[O-])=O